FC(C=1N=CC=2N(C1)C(=CN2)C2=NC=CC(=N2)N2CC(CCC2)C2CC(NC2)=O)(F)F 4-(1-(2-(6-(Trifluoromethyl)imidazo[1,2-a]pyrazin-3-yl)pyrimidin-4-yl)piperidin-3-yl)pyrrolidin-2-one